OCCOC1=CC=C(C=C1)C1(C2=CC=CC=C2C=2C=CC=CC12)C1=CC=C(C=C1)OCCO 9,9-Bis[4-(2-hydroxyeth-oxy)phenyl]fluorene